epoxypropyl-bisphenol A C(CC)C1=C(C2=C(C(O)=C1)O2)C(C)(C)C2=CC=C(C=C2)O